(3-Fluoro-1-methylazetidin-3-yl)methyl (8-amino-7-fluoro-6-(8-methyl-2,3-dihydro-1H-pyrido[2,3-b][1,4]oxazin-7-yl)isoquinolin-3-yl)carbamate NC=1C(=C(C=C2C=C(N=CC12)NC(OCC1(CN(C1)C)F)=O)C1=C(C2=C(OCCN2)N=C1)C)F